(S)-4-amino-N-ethyl-N-(6-(trifluoromethyl)-2,3-dihydrobenzofuran-3-yl)imidazo[1,5-a]quinoxaline-8-carboxamide NC=1C=2N(C3=CC(=CC=C3N1)C(=O)N([C@@H]1COC3=C1C=CC(=C3)C(F)(F)F)CC)C=NC2